(5,6-difluoro-1-(methoxycarbonyl)-1,2,3,4-tetrahydronaphthalen-1-yl)methan FC1=C2CCCC(C2=CC=C1F)(C(=O)OC)C